BrC1=CC=C2C=3C(C4=C(C(C3NC2=C1)(C)C)C=C(C(=C4)CC)C4CCN(CC4)C(=O)OC(C)(C)C)=O tert-butyl 4-(3-bromo-9-ethyl-6,6-dimethyl-11-oxo-6,11-dihydro-5H-benzo[b]carbazol-8-yl)piperidine-1-carboxylate